4-chloroiodobenzene C1=CC(=CC=C1Cl)I